FC1(CCC(CC1)C(C(=O)NC1=NC=CC(=C1)CC1=CN(C(C=C1)=O)C)NC(=O)C1=CC=NN1C)F N-(1-(4,4-Difluorocyclohexyl)-2-((4-((1-methyl-6-oxo-1,6-dihydropyridin-3-yl)methyl)pyridin-2-yl)amino)-2-oxoethyl)-1-methyl-1H-pyrazole-5-carboxamide